6-(1-(3-chloropyridin-2-yl)-3-((5-(trifluoromethyl)-2H-tetrazol-2-yl)methyl)-1H-pyrazole-5-carboxamido)-N-cyclopropyl-5-methylpyrazolo[1,5-a]pyridine-7-carboxamide ClC=1C(=NC=CC1)N1N=C(C=C1C(=O)NC=1C(=CC=2N(C1C(=O)NC1CC1)N=CC2)C)CN2N=C(N=N2)C(F)(F)F